(2R,4S)-1-(tert-butoxycarbonyl)-4-((S)-2-((tert-butoxycarbonyl)amino)-3,3-Dimethylbutyrylamino)-2-(4-(4,4,5,5-tetramethyl-1,3,2-dioxaborolan-2-yl)butyl)piperidine C(C)(C)(C)OC(=O)N1[C@@H](C[C@H](CC1)NC([C@H](C(C)(C)C)NC(=O)OC(C)(C)C)=O)CCCCB1OC(C(O1)(C)C)(C)C